COC(=O)C1CCN(CC1)C1=NC=C(C=C1)C1=NC2=C(C=CC=C2C=N1)Cl 1-(5-(8-chloroquinazolin-2-yl)pyridin-2-yl)piperidine-4-carboxylic acid methyl ester